C(C)(C)NS(=O)(=O)C1=CC=C(C=C1)[N+](=O)[O-] N-isopropyl-4-nitrobenzenesulfonamide